tert-butyl (S)-4-(2,3-dihydro-1H-pyrrolo[2,3-b]pyridin-4-yl)-2-isopropylpiperazine-1-carboxylate N1CCC=2C1=NC=CC2N2C[C@@H](N(CC2)C(=O)OC(C)(C)C)C(C)C